(1RS,4RS)-4-(2-aminopyrimidin-5-yl)cyclopent-2-en-1-yl ((S)-4,4,4-trifluorobutan-2-yl)carbamate FC(C[C@H](C)NC(O[C@H]1C=C[C@@H](C1)C=1C=NC(=NC1)N)=O)(F)F |&1:8,11|